[Si](C)(C)(C(C)(C)C)OCC1=NN(C=2NC([C@@H]([C@@H](C21)C2=CC=C(C=C2)F)NC(C2=CC(=CC=C2)C(F)(F)F)=O)=O)CCC |r| rac-N-((4R,5R)-3-(((tert-butyldimethylsilyl)oxy)methyl)-4-(4-fluorophenyl)-6-oxo-1-propyl-4,5,6,7-tetrahydro-1H-pyrazolo[3,4-b]pyridin-5-yl)-3-(trifluoromethyl)benzamide